FC=1C=C(C=CC1CS(=O)(=O)C)C1=C(NC2=CC=CC=C12)C(=O)O 3-(3-fluoro-4-((methylsulfonyl)-methyl)phenyl)-1H-indole-2-carboxylic acid